NCCC1=CC=C(C=C1)C1=C(C=C(C#N)C=C1)OC1=NC(=CC(=C1)N1CCOCC1)C 4-[4-(2-aminoethyl)phenyl]-3-(6-methyl-4-morpholin-4-ylpyridin-2-yl)oxybenzonitrile